O1C(NC2=C1C=CC(=C2)C2(NC(=NC=C2C)NC=2C=CC(=NC2)C2CNCCO2)N)=O 4-(benzo[d]oxazol-2(3H)-on-5-yl)-N2-((2-morpholinyl)pyridin-5-yl)-5-methylpyrimidine-2,4-diamine